N-(2-((2-cyanoethyl)(methyl)amino)ethyl)-12-oxo-12H-benzo[g]pyrido[2,1-b]quinazoline-4-carboxamide hydrochloride Cl.C(#N)CCN(CCNC(=O)C1=CC=CN2C1=NC=1C=C3C(=CC1C2=O)C=CC=C3)C